FC(C(=O)NCC(CO)N1N=C(C=2C1=NC=CC2)C2=CC=C(C=C2)C(F)(F)F)=C 2-fluoro-N-(3-hydroxy-2-(3-(4-(trifluoromethyl)phenyl)-1H-pyrazolo[3,4-b]pyridin-1-yl)propyl)acrylamide